2,4-Dioxo-1,3,8-triaza-spiro[4.5]decane-8-carboxylic acid [4-methoxy-7-(tetrahydro-pyran-4-yl)-thiazolo[4,5-c]pyridin-2-yl]-amide COC1=NC=C(C2=C1N=C(S2)NC(=O)N2CCC1(C(NC(N1)=O)=O)CC2)C2CCOCC2